5-amino-1-tert-butyl-N-(3-(3-vinyl-7-{[(3S,4R)-3-fluoro-1-methylpiperidin-4-yl]amino}pyrazolo[1,5-a]pyridin-2-yl)prop-2-yn-1-yl)-1H-pyrazole-4-carboxamide NC1=C(C=NN1C(C)(C)C)C(=O)NCC#CC1=NN2C(C=CC=C2N[C@H]2[C@H](CN(CC2)C)F)=C1C=C